C(#N)C1=C(C=C(C=C1)C=C(C)C)N1CCN(CCC1)C(=O)OC(C)(C)C tert-Butyl 4-[2-cyano-5-(2-methylprop-1-enyl)phenyl]-1,4-diazepane-1-carboxylate